C(C)(=O)O.C1(=CC=CS1)C(=O)C=1C=C2C=3C=C(C=CC3N(C2=CC1)CC)C(CCC1CCCC1)=NO 1-(6-thenoyl-9-ethylcarbazol-3-yl)-3-cyclopentyl-propan-1-one-oxime acetate